FC1CCC(CC1)NC(C1=CN=CC(=C1N1CC2(CCCN2)CC1)C1=CC(=CC(=C1)F)F)=O N-[(1s,4s)-4-fluorocyclohexyl]-4-(1,7-diaza-7-spiro[4.4]nonyl)-5-(3,5-difluorophenyl)nicotinamide